ClC1=C(CN2C3=C(SCC2=O)C=CC(=C3)C(=O)O)C(=CC=C1)F 4-(2-chloro-6-fluorobenzyl)-3-oxo-3,4-dihydro-2H-benzo[b][1,4]thiazine-6-carboxylic acid